ClCC1=NC2=C(N1CC1=CN=CN1C(C)C)C=C(C=C2F)C(=O)O 2-(chloromethyl)-4-fluoro-1-((1-isopropyl-1H-imidazol-5-yl)methyl)-1H-benzo[d]imidazole-6-carboxylic acid